ON1C(C=CC=C1OCCCCCCCC)=O N-Hydroxy-6-octyloxypyridin-2(1H)-one